S1C(=NC=C1)C1=C(C(=O)O)C=CC=C1 2-(Thiazol-2-yl)benzoic acid